3-(5-(1H-pyrazol-4-yl)pyridin-2-yl)-1-(3-methoxybenzyl)-8-(3,3,3-trifluoropropyl)-1,3,8-triazaspiro[4.5]decan-2-one N1N=CC(=C1)C=1C=CC(=NC1)N1C(N(C2(C1)CCN(CC2)CCC(F)(F)F)CC2=CC(=CC=C2)OC)=O